Methyl 4-fluoro-5-amino-1-(methyl-d3)-1H-benzimidazole-6-carboxylate FC1=C(C(=CC=2N(C=NC21)C([2H])([2H])[2H])C(=O)OC)N